3-(piperidin-4-yl)cinnolin N1CCC(CC1)C=1N=NC2=CC=CC=C2C1